8-((2-(2,6-dioxopiperidin-3-yl)-1-oxoisoindolin-4-yl)thio)-N,N-diisopropyloctanamide O=C1NC(CCC1N1C(C2=CC=CC(=C2C1)SCCCCCCCC(=O)N(C(C)C)C(C)C)=O)=O